C[Si](NC=1SC2=C(N1)C=CC=C2)(C)C N-(trimethylsilyl)benzo[d]thiazol-2-amine